BrC1=CC=C(C=N1)C1=NOC(=N1)C(=O)NCCC1=NC=C(C=C1Cl)C(F)(F)F 3-(6-bromopyridin-3-yl)-N-(2-(3-chloro-5-(trifluoromethyl)pyridin-2-yl)ethyl)-1,2,4-oxadiazole-5-carboxamide